CN(C(=O)OC(CC1CN(CCC1)C=1C2=C(N=C(N1)Cl)C(=C(N=C2)Cl)F)C)C=2N=C(C1=C(N2)C=NN1CC1=C(C=CC(=C1)CO)OC)NCCCC (1-(2,7-dichloro-8-fluoropyrido[4,3-d]pyrimidin-4-yl)piperidin-3-yl)propan-2-ol methyl-(7-(butylamino)-1-(5-(hydroxymethyl)-2-methoxybenzyl)-1H-pyrazolo[4,3-d]pyrimidin-5-yl)carbamate